OC1=C(C(/C=C/C2=CC=C(C=C2)O)=O)C(=CC(=C1O)O)O 2',3',4',6',4-pentahydroxychalcone